3-(4-chloro-2-heptyloxybenzyloxy)-N-(pyridin-3-yl)thiophene-2-carboxamide ClC1=CC(=C(COC2=C(SC=C2)C(=O)NC=2C=NC=CC2)C=C1)OCCCCCCC